OCCOCCNC(=O)C=1C=CC2=C(N=C(O2)NC2=NC3=C(N2C)C=CC=C3)C1 N-(2-(2-hydroxyethoxy)-ethyl)-2-((1-methyl-1H-benzo[d]imidazol-2-yl)-amino)benzo[d]oxazole-5-carboxamide